3-(N-(2-(4,4-difluoropiperidin-1-yl)-5-(trifluoromethyl)phenyl)sulfamoyl)-4-ethylbenzoic acid FC1(CCN(CC1)C1=C(C=C(C=C1)C(F)(F)F)NS(=O)(=O)C=1C=C(C(=O)O)C=CC1CC)F